BrC1=C(N(N=C1)CC)C=O 4-BROMO-2-ETHYL-2H-PYRAZOLE-3-CARBALDEHYDE